CC1=C(CC2(CCC2)CNC(=O)C=2NC(C=NC2)=O)C=CC=C1 N-((1-(2-methylbenzyl)cyclobutyl)methyl)-6-oxo-1,6-dihydropyrazine-2-carboxamide